2,6-bis[4-(S)-isopropyl-2-oxazolyl]pyridine C(C)(C)C=1N=C(OC1)C1=NC(=CC=C1)C=1OC=C(N1)C(C)C